FC=1C=CC(=NC1)B(O)O 5-FLUOROPYRIDINE-2-BORONIC ACID